1-(7-(Tert-butoxy)-7-oxoheptyl)-6-oxo-1,6-dihydropyridine-3-carboxylic acid C(C)(C)(C)OC(CCCCCCN1C=C(C=CC1=O)C(=O)O)=O